C(CCCCC(OC)=N)(OC)=N DIMETHYL ADIPIMIDATE